1-((4-bromopyridin-2-yl)methyl)-4-(5-chloro-2-(difluoromethyl)phenyl)-5-methoxypyridin-2(1H)-one BrC1=CC(=NC=C1)CN1C(C=C(C(=C1)OC)C1=C(C=CC(=C1)Cl)C(F)F)=O